COC=1C=CC(=C(C1)C1=NC=CC=C1C)[Si](C)(C)C 2-(5-methoxy-2-(trimethylsilyl)phenyl)-3-methylpyridine